tert-Butyl 3-(((S)-1-(3,5-difluorophenyl)-4-oxobutyl)carbamoyl)-3-hydroxy-8-azabicyclo[3.2.1]octane-8-carboxylate FC=1C=C(C=C(C1)F)[C@H](CCC=O)NC(=O)C1(CC2CCC(C1)N2C(=O)OC(C)(C)C)O